1-[4-(1H-1,2,3-triazol-1-yl)phenyl]Pyrazin-2(1H)-one N1(N=NC=C1)C1=CC=C(C=C1)N1C(C=NC=C1)=O